(6-bromo-8-fluoro-1,2,3,4-tetrahydroisoquinolin-3-yl)methanol BrC=1C=C2CC(NCC2=C(C1)F)CO